BrC1=CC(=C(C=2C=COC21)OCC2OCCC2)CBr 7-bromo-5-(bromomethyl)-4-((tetrahydrofuran-2-yl)methoxy)benzofuran